2-methyl-6-((5-methylpyridin-2-yl)amino)-4-((2-(methylsulfonyl)phenyl)amino)-1,2-dihydro-3H-pyrazolo[3,4-b]pyridin-3-one CN1NC2=NC(=CC(=C2C1=O)NC1=C(C=CC=C1)S(=O)(=O)C)NC1=NC=C(C=C1)C